C(C)(=O)O[C@]1(C([C@@H]1CCO[Si](C)(C)C(C)(C)C)(F)F)C |r| rac-methyl-((1r,3r)-3-(2-((tert-butyldimethylsilyl) oxy) ethyl)-2,2-difluorocyclopropyl) acetate